C(C)(C)(C)N1C(N(CCC1=O)C1=NN(C2=CC(=CC=C12)C1CCNCC1)C)=O tert-butyl-1-(1-methyl-6-(piperidin-4-yl)-1H-indazol-3-yl)dihydropyrimidine-2,4(1H,3H)-dione